3-(dibenzylamino)-4-isopropoxypyrrolidine-1-carboxylate C(C1=CC=CC=C1)N(C1CN(CC1OC(C)C)C(=O)[O-])CC1=CC=CC=C1